FC(C(=O)O)(C1=NN(C(C=C1)=O)C)F 2,2-difluoro-2-(1-methyl-6-oxo-1,6-dihydropyridazin-3-yl)acetic acid